(4-methoxyphenyl)sulfonate COC1=CC=C(C=C1)S(=O)(=O)[O-]